N-[4-[5-ethyl-3-(3-pyridyl)-1H-pyrazol-1-yl]phenyl]-1-isoquinolinamine C(C)C1=CC(=NN1C1=CC=C(C=C1)NC1=NC=CC2=CC=CC=C12)C=1C=NC=CC1